N-[1-(2,6-dichlorophenyl)ethanesulfonyl]-6-(dimethylamino)-1-benzofuran-2-carboxamide ClC1=C(C(=CC=C1)Cl)C(C)S(=O)(=O)NC(=O)C=1OC2=C(C1)C=CC(=C2)N(C)C